O=C1NC2(CN(C2)C(=O)OC2(CC(C2)OCC2=CC=CC=C2)C)CO1 cis-3-(benzyloxy)-1-methylcyclobutyl 6-oxo-7-oxa-2,5-diazaspiro[3.4]octane-2-carboxylate